C(=O)C1=CC=CC(=N1)C1=NC2=C(N1C)C=CC(=C2)SC(F)(F)F 6-formyl-2-[1-methyl-5-(trifluoromethylthio)benzimidazol-2-yl]pyridine